FC(C(=O)O)(F)F.NC=1C(=NC(=CN1)C=1C=NN(C1)C1CCN(CC1)CC(F)F)C=1C=CC(N(N1)C1=CC(=CC(=C1)OC)OC)=O 6-(3-amino-6-(1-(1-(2,2-difluoroethyl)piperidin-4-yl)-1H-pyrazol-4-yl)pyrazin-2-yl)-2-(3,5-dimethoxyphenyl)pyridazin-3(2H)-one 2,2,2-trifluoroacetate salt